O=C(CCCC(=O)O)OC=1C=C2C(=CNC2=CC1)CCN1CCCC1 5-oxo-5-((3-(2-(pyrrolidin-1-yl)ethyl)-1H-indol-5-yl)oxy)valeric acid